NC=1C=C(C=CC1F)C(CCC1CC1)(O)C1=NC=CC=C1 (3-amino-4-fluorophenyl)-3-cyclopropyl-1-(pyridin-2-yl)propan-1-ol